fumaric monoamide C(\C=C\C(=O)O)(=O)N